3-(3-chloro-5-fluorophenyl)-5,6-difluoro-1-(trifluoromethyl)-4,5,6,7-tetrahydro-1H-indazol-7-ol ClC=1C=C(C=C(C1)F)C1=NN(C=2C(C(C(CC12)F)F)O)C(F)(F)F